methyl 5-(4-(3-(8-fluoro-1-oxo-1,2-dihydroisoquinolin-3-yl)pyrrolidin-1-yl) piperidin-1-yl)picolinate FC=1C=CC=C2C=C(NC(C12)=O)C1CN(CC1)C1CCN(CC1)C=1C=CC(=NC1)C(=O)OC